COCC1=CC(=NN1C)NC(=O)C1CN(C1)C1=CC(=C2C(C(=CN(C2=N1)C=1SC=CN1)C(=O)O)=O)C 7-(3-{[5-(methoxymethyl)-1-methyl-1H-pyrazol-3-yl]carbamoyl}azetidin-1-yl)-5-methyl-4-oxo-1-(1,3-thiazol-2-yl)-1,4-dihydro-1,8-naphthyridine-3-carboxylic acid